butyl-3-(4-(1-phenyl-2-(trifluoromethyl)-1H-benzimidazol-5-yl)phenyl)urea C(CCC)NC(=O)NC1=CC=C(C=C1)C1=CC2=C(N(C(=N2)C(F)(F)F)C2=CC=CC=C2)C=C1